5-((4-((5-chloro-4-(5-(cyclopropylmethyl)-1-methyl-1H-pyrazol-4-yl)pyrimidin-2-yl)amino)piperidin-1-yl)methyl)-2-(2,4-dioxotetrahydropyrimidin-1(2H)-yl)isoindoline-1,3-dione ClC=1C(=NC(=NC1)NC1CCN(CC1)CC=1C=C2C(N(C(C2=CC1)=O)N1C(NC(CC1)=O)=O)=O)C=1C=NN(C1CC1CC1)C